NC=1NC(C=2N=CN(C2N1)[C@@H]1O[C@]([C@H]([C@H]1O)OCC1=CC=CC=C1)(CCl)COCC1=CC=CC=C1)=O 2-amino-9-[(2R,3R,4S,5R)-4-(benzyloxy)-5-[(benzyloxy)methyl]-5-(chloromethyl)-3-hydroxyoxolan-2-yl]-1H-purin-6-one